N-(3-((5-(difluoromethyl)-2-((3-methyl-1-(1-methylpiperidin-4-yl)-1H-pyrazol-4-yl)amino)pyrimidin-4-yl)amino)propyl)-3,3-difluorocyclobutane-1-carboxamide FC(C=1C(=NC(=NC1)NC=1C(=NN(C1)C1CCN(CC1)C)C)NCCCNC(=O)C1CC(C1)(F)F)F